5-(3-(ethylsulfonyl)-6-(methylthio)pyridin-2-yl)-2-(trifluoromethyl)pyrazolo[1,5-a]pyrimidine ethyl-(2,4,6-trimethylbenzoyl)phenylphosphinate C(C)OP(=O)(C1=CC=CC=C1)C(C1=C(C=C(C=C1C)C)C)=O.C(C)S(=O)(=O)C=1C(=NC(=CC1)SC)C1=NC=2N(C=C1)N=C(C2)C(F)(F)F